C(C)(C)(C)OC(=O)N1CC=2N=C(N=CC2CC1)NC=1C=NC=2CCC(CC2C1)O.C(C)OC1=C(C(=O)NCC2=CC(=CC=C2)C=2SC=CN2)C=C(C=C1)[N+](=O)[O-] 2-ethoxy-5-nitro-N-(1-(3-(thiazol-2-yl)phenyl)methyl)benzamide tert-butyl-2-[(6-hydroxy-5,6,7,8-tetrahydroquinolin-3-yl)amino]-5H,6H,7H,8H-pyrido[3,4-d]pyrimidine-7-carboxylate